FC1=C2C(=NNC2=CC=C1)C1=CC(=NC=C1)C 4-fluoro-3-(2-methylpyridin-4-yl)-1H-indazole